FC1=CC=C(C=C1)N1C(C(=CC(=C1)\C=C\C)C(=O)O)=O (E)-1-(4-fluorophenyl)-2-oxo-5-(prop-1-en-1-yl)-1,2-dihydropyridine-3-carboxylic acid